FC1(OC([C@@H](O[C@@H]1F)F)(F)F)F CIs-2,2,3,5,6,6-hexafluoro-1,4-dioxane